2-(2-fluoro-4-vinylphenyl)-N-(3-(4-fluoropiperidin-1-yl)propyl)benzo[d]imidazo[2,1-b]thiazole-7-carboxamide FC1=C(C=CC(=C1)C=C)C=1N=C2SC3=C(N2C1)C=CC(=C3)C(=O)NCCCN3CCC(CC3)F